N1CCC(CC1)C1=CC=C(C2=C1C=CO2)C(=O)N 4-(piperidin-4-yl)-1-benzofuran-7-carboxamide